NC1=C2C(N(C=NC2=CC=C1OC1=C(C(=CC=C1F)NS(N(C)CC)(=O)=O)C#N)C=1C=NC(=NC1)N1CCN(CC1)C(=O)OC(C)(C)C)=O tert-butyl 4-[5-[5-amino-6-[2-cyano-3-[[ethyl(methyl)sulfamoyl]amino]-6-fluoro-phenoxy]-4-oxo-quinazolin-3-yl]pyrimidin-2-yl]piperazine-1-carboxylate